C[C@@]1(N(CCC1)C(=O)OC(C)(C)C)\C=C\S(N)(=O)=O tert-butyl (S,E)-2-methyl-2-(2-sulfamoylvinyl)pyrrolidine-1-carboxylate